N=C1NC2C(N1)CSC2 Hexahydro-2-imino-1H-thieno[3,4-d]imidazole